lithium hexafluorophosphate, sodium salt [Na+].F[P-](F)(F)(F)(F)F.[Li+].F[P-](F)(F)(F)(F)F